FC1(CCC(CC1)(C)OC(C(=O)[O-])=O)F.[Cs+] Cesium 2-((4,4-difluoro-1-methylcyclohexyl) oxy)-2-oxoacetate